1-(4-bromo-2-isopropyl-6-methylphenyl)-6,7-dichloropyrido[2,3-d]pyrimidine-2,4(1H,3H)-dione BrC1=CC(=C(C(=C1)C)N1C(NC(C2=C1N=C(C(=C2)Cl)Cl)=O)=O)C(C)C